NC1=CC=C(C=C1)N(C1=CC=C(C=C1)N(C1=CC=CC=C1)C1=CC=C(C=C1)N)C(C)C N1,N4-bis(4-aminophenyl)-N1-isopropyl-N4-phenyl-benzene-1,4-diamine